2-((S)-1-(4-(6-((4-cyano-2-fluorobenzyl)oxy)pyridin-2-yl)-4-hydroxypiperidin-1-yl)ethyl)-1-(((S)-oxetan-2-yl)methyl)-1H-benzo[d]imidazole-6-carboxylic acid C(#N)C1=CC(=C(COC2=CC=CC(=N2)C2(CCN(CC2)[C@@H](C)C2=NC3=C(N2C[C@H]2OCC2)C=C(C=C3)C(=O)O)O)C=C1)F